(7-Methoxy-4-(1,4-dioxa-8-azaspiro[4.5]decan-8-yl)quinolin-3-yl)(4-(methylsulfonyl)piperazin-1-yl)methanone COC1=CC=C2C(=C(C=NC2=C1)C(=O)N1CCN(CC1)S(=O)(=O)C)N1CCC2(OCCO2)CC1